C1(CCCC1)C1=CC(=NN1)NC1=NC(=NC=C1)N1CC2(CC(C1)C2)CN2C(C1=CC=CC=C1C2=O)=O 2-[[3-[4-[(5-Cyclopentyl-1H-pyrazol-3-yl)amino]pyrimidin-2-yl]-3-azabicyclo[3.1.1]heptan-1-yl]methyl]isoindoline-1,3-dione